C(C)OC1=CC=C(C=C1)C1=CC(=NC=C1)C(=O)NCCC=1C(=NC=C(C1)OC)F 4-(4-ethoxyphenyl)-N-(2-(2-fluoro-5-methoxypyridin-3-yl)ethyl)picolinamide